N-(2,4-difluoro-3-(7-fluoro-3-(1H-imidazol-2-yl)-1H-indazol-6-yl)phenyl)-3-methoxy-benzene-sulfonamide FC1=C(C=CC(=C1C1=CC=C2C(=NNC2=C1F)C=1NC=CN1)F)NS(=O)(=O)C1=CC(=CC=C1)OC